methallyl-theophylline iodide salt [I-].C(C(C)=C)CN1C(=O)N(C)C=2N=CNC2C1=O